ClC1=NC=C(C=N1)NC(OC(C)(C)C)=O Tert-butyl (2-chloropyrimidin-5-yl)carbamate